C1(CC1)C1=CC(=NN1)NC1=NC(=NC=C1)N(C1CCC(CC1)CC(=O)NC1CC2=CC(=C(C=C2C1)F)F)C 2-(4-((4-((5-cyclopropyl-1H-pyrazol-3-yl)amino)pyrimidin-2-yl)(methyl)amino)cyclohexyl)-N-(5,6-difluoro-2,3-dihydro-1H-inden-2-yl)acetamide